CC(=CCCCC=1OC=2C=C(C=C(C2CC1)O)CCCCC)C 2-(5-Methylhex-4-enyl)-7-pentyl-4H-chromen-5-ol